((4-chloro-2-fluorobenzyl)oxy)-3,5-difluoro-3',6'-dihydro-[2,4'-bipyridine]-1'(2'H)-carboxylic acid tert-butyl ester C(C)(C)(C)OC(=O)N1CCC(=CC1)C1=NC=C(C(=C1F)OCC1=C(C=C(C=C1)Cl)F)F